O=C1NC(CCC1C1=NN(C2=CC(=CC=C12)N1C[C@H](N(CC1)CC1CCN(CC1)C(=O)OC(C)(C)C)C)C)=O tert-butyl 4-(((2R)-4-(3-(2,6-dioxopiperidin-3-yl)-1-methyl-1H-indazol-6-yl)-2-methylpiperazin-1-yl)methyl)piperidine-1-carboxylate